FC(C=1N=C(SC1)C1=CC=C(C=C1)C(C)=O)(F)F 1-{4-[4-(trifluoromethyl)-1,3-thiazol-2-yl]phenyl}ethanone